(2R,3S)-N4-Hydroxy-N1-[(1S)-2-(methylamino)-2-oxo-1-(phenylmethyl)ethyl]-2-(2-methylpropyl)-3-[(2-thienylthio)methyl]butanediamide ONC([C@H]([C@H](C(=O)N[C@H](C(=O)NC)CC1=CC=CC=C1)CC(C)C)CSC=1SC=CC1)=O